1-(2-(4-CYCLOPROPYL-1H-1,2,3-TRIAZOL-1-YL)ACETYL)-4-HYDROXYPYRROLIDIN-2-CARBOXAMID C1(CC1)C=1N=NN(C1)CC(=O)N1C(CC(C1)O)C(=O)N